FC1=NN2C(N=CC3=C2C(CN3)(C(F)(F)F)C)=C1F 2,3-difluoro-8-methyl-8-(trifluoromethyl)-7,8-dihydro-6H-pyrazolo[1,5-a]pyrrolo[2,3-e]pyrimidine